N1C(=CC=C1)CNC1=C2N=CNC2=NC(=N1)C=1C=NC=C(C1)Cl 6-(((1H-pyrrol-2-yl)methyl)amino)-2-(5-chloropyridin-3-yl)-9H-purine